2-(4,4-difluorocyclohexyl)-6-((((S)-2-((S)-2,2-dimethylcyclopropane-1-carbonyl)-6-(1-(4-fluorobenzyl)-1H-pyrazole-4-carbonyl)-2,6-diazaspiro[3.4]octan-8-yl)methoxy)methyl)benzamide FC1(CCC(CC1)C1=C(C(=O)N)C(=CC=C1)COC[C@@H]1CN(CC12CN(C2)C(=O)[C@@H]2C(C2)(C)C)C(=O)C=2C=NN(C2)CC2=CC=C(C=C2)F)F